methyl 4-bromo-2-formyl-thiophene-3-carboxylate BrC=1C(=C(SC1)C=O)C(=O)OC